NC1=C2N=C(NC2=NC(=N1)OCCCO)OC 6-amino-2-(3-hydroxypropyloxy)-8-methoxy-9H-purine